4-(3,5-DIMETHYL-1H-PYRAZOL-1-YL)ANILINE CC1=NN(C(=C1)C)C1=CC=C(N)C=C1